Cl.Cl.CN(C=1N=NC(=CN1)C1=C(C=C(C=C1)C=1C=NNC1)O)C1CNCCC1 2-{3-[methyl-(piperidin-3-yl)amino]-1,2,4-triazin-6-yl}-5-(1H-pyrazol-4-yl)phenol dihydrochloride